methyl 1-(5-((4-cyclopropyl-3-(trifluoromethyl)benzyl)oxy)-2,3-dihydro-1H-inden-1-yl)azetidine-3-carboxylate C1(CC1)C1=C(C=C(COC=2C=C3CCC(C3=CC2)N2CC(C2)C(=O)OC)C=C1)C(F)(F)F